FC=1C=CC(=NC1F)NC(N(CC1=NNC(=C1)C(F)(F)F)C=1C=NC(=NC1)OC)=O (5,6-Difluoropyridin-2-yl)-1-(2-methoxypyrimidin-5-yl)-1-((5-(trifluoromethyl)-1H-pyrazol-3-yl)methyl)urea